ClC=1C=C(OC2=CC=C(C=N2)N2C(NC=3C=NC=CC32)=O)C=CC1C 1-[6-(3-chloro-4-methyl-phenoxy)-3-pyridinyl]-3H-imidazo[4,5-c]pyridin-2-one